C(C(C)C)(=O)OC(C(=O)OCCC(C)C)(C)C 3-methylbutyl α-isobutyryloxyisobutyrate